methyl 2-[[4-[6-[(4-ethynyl-2-fluoro-phenyl)methoxy]-2-pyridyl]-1-piperidyl]methyl]-3-[[(2S)-oxetan-2-yl]methyl]benzimidazole-5-carboxylate C(#C)C1=CC(=C(C=C1)COC1=CC=CC(=N1)C1CCN(CC1)CC=1N(C2=C(N1)C=CC(=C2)C(=O)OC)C[C@H]2OCC2)F